OC=1C=CC(=NC1)NC(CC1=CC=CC=C1)=O N-(5-hydroxy-pyridin-2-yl)-phenyl-acetamide